4-(2-{[(2R,7aS)-2-fluoro-hexahydro-1H-pyrrolizin-7a-yl]methoxy}-8-fluoro-4-(piperidin-1-yl)quinazolin-7-yl)-5-ethynyl-6-fluoronaphthalen-2-ol F[C@@H]1C[C@@]2(CCCN2C1)COC1=NC2=C(C(=CC=C2C(=N1)N1CCCCC1)C1=CC(=CC2=CC=C(C(=C12)C#C)F)O)F